NC1CCN(CCC1)C1=NC(=C(C(=N1)C1=CC(=C(C#N)C=C1)F)C1=CC2=CN(N=C2C=C1)C)OC 4-[2-(4-aminoazepan-1-yl)-6-methoxy-5-(2-methyl-2H-indazol-5-yl)pyrimidin-4-yl]-2-fluorobenzonitrile